ClC1=C(C=CC=C1F)C=1CCSC2=C(C1C1=CC=C(C=C1)O[C@@H]1CN(CC1)CCCF)C=CC(=C2)O 4-(2-Chloro-3-fluorophenyl)-5-[4-[(3S)-1-(3-fluoropropyl)pyrrolidin-3-yl]oxyphenyl]-2,3-dihydro-1-benzothiepin-8-ol